1-cyclohexyl-7-hydroxy-1-heptanone C1(CCCCC1)C(CCCCCCO)=O